N-[3-(trifluoromethyl)pyridin-4-yl]piperidine FC(C=1C=NC=CC1N1CCCCC1)(F)F